C(C)(=O)OC(CCCCCC/C=C/C=C)CCC trans-11-tetradecadienyl acetate